C(C)(=O)[O-].[Cd+2].C(C)(=O)[O-] cadmium(II) acetate